methyl 2-[bis[(4-methoxyphenyl)methyl]amino]-6-methoxy-pyrimidine-4-carboxylate COC1=CC=C(C=C1)CN(C1=NC(=CC(=N1)C(=O)OC)OC)CC1=CC=C(C=C1)OC